6-Methyl-1,2,3-oxathiazin-4(3H)-one 2,2-dioxide potassium salt [K].CC1=CC(NS(O1)(=O)=O)=O